1-(2-(Methacryloyloxy)-3-phenoxy-propan-1-yl)-3-methyl-1H-imidazolium 4-vinylbenzensulfonat C(=C)C1=CC=C(C=C1)S(=O)(=O)[O-].C(C(=C)C)(=O)OC(CN1C=[N+](C=C1)C)COC1=CC=CC=C1